NC=1C(C2=CC=CC(=C2C(C1)=O)O)=O 2-amino-5-hydroxy-1,4-naphthoquinone